methyl (2S,3S,4S,5R)-3-(3,4-difluoro-2-methoxyphenyl)-4,5-dimethyl-5-(trifluoromethyl)tetrahydrofuran-2-carboxylate FC=1C(=C(C=CC1F)[C@H]1[C@H](O[C@]([C@H]1C)(C(F)(F)F)C)C(=O)OC)OC